di(2-methylpropyl) phthalate C(C=1C(C(=O)OCC(C)C)=CC=CC1)(=O)OCC(C)C